C1(=CC=CC=C1)[C@H](C1CCN(CC1)C(=O)C=1C=CC2=C(NC(CO2)=O)C1)C1=CC=C(C=C1)C |o1:6| 6-[4-[(S or R)-Phenyl(p-tolyl)methyl]piperidine-1-carbonyl]-4H-1,4-benzoxazin-3-one